ClC1=CC=C(OC2=C(C=C(C#N)C=C2)F)C=C1 4-(4-chlorophenoxy)-3-fluorobenzonitrile